methyl (R)-1-(3-amino-3-(6-(pyridazin-4-yl)pyridin-3-yl)propyl)piperidine-4-carboxylate N[C@H](CCN1CCC(CC1)C(=O)OC)C=1C=NC(=CC1)C1=CN=NC=C1